[Cl-].C[N+](CCC[Si](OC)(OC)OC)(CCCCCCCCCCCC)C dimethyl-dodecyl-[3-trimethoxysilylpropyl]ammonium chloride